S-(1,2-dichlorovinyl)-cysteine ClC(=CCl)SC[C@H](N)C(=O)O